2-fluoro-4-(oxetan-3-yl)aniline FC1=C(N)C=CC(=C1)C1COC1